O=C1N(CCC1)CCCNC(C1=CC=C(C=C1)N1C=NC=2C=NC(=CC21)C2=CC=CC=C2)=O N-(3-(2-oxopyrrolidin-1-yl)propyl)-4-(6-phenyl-1H-imidazo[4,5-c]pyridin-1-yl)benzamide